(E)-2-cyano-3-(4-(naphthalen-1-yl)thiophen-2-yl)-N-(pyridin-3-ylmethyl)-acrylamide C(#N)/C(/C(=O)NCC=1C=NC=CC1)=C\C=1SC=C(C1)C1=CC=CC2=CC=CC=C12